C(CC1=CC=CC=C1)[NH3+].C(CC1=CC=CC=C1)NC([O-])=O N-phenethylcarbamic acid phenethylammonium salt